5-bromo-7-fluoro-3-iodo-2-methyl-2H-indazole BrC1=CC2=C(N(N=C2C(=C1)F)C)I